C(C)NC(=O)NC1=NC=NC(=C1F)CN1CCC(CC1)C=1C(=NC(=CC1)N1N=CC=C1)F 1-ethyl-3-(5-fluoro-6-((4-(2-fluoro-6-(1H-pyrazol-1-yl)pyridin-3-yl)piperidin-1-yl)methyl)pyrimidin-4-yl)urea